ClC1=C2C=NN(C2=CC=C1NC1=NC(=NN1C)C=1C=C2CCN(CC2=CC1)C(=O)OC(C)(C)C)C1CC2=CC=C3C=CC=C4C=CC(C1)C2=C43 tert-Butyl 6-[5-[(4-chloro-1-tetrahydro pyren-2-yl-indazol-5-yl)amino]-1-methyl-1,2,4-triazol-3-yl]-3,4-dihydro-1H-isoquinoline-2-carboxylate